COC(C1=C(C=CC=C1)C1=C(N(C2=CC=CC(=C12)OCC1=CC=CC=C1)C1=CC=C(C=C1)F)C=1CCN(C1)C(C)=O)=O [2-(1-acetyl-2,3-dihydropyrrol-4-yl)-4-benzyloxy-1-(4-fluorophenyl)indol-3-yl]benzoic acid methyl ester